6-((7-((4,4-bis(((Z)-oct-5-en-1-yl)oxy)butanoyl)oxy)heptyl)(3-hydroxypropyl)amino)hexyl 5,5-bis(((Z)-oct-5-en-1-yl)oxy)pentanoate C(CCC\C=C/CC)OC(CCCC(=O)OCCCCCCN(CCCO)CCCCCCCOC(CCC(OCCCC\C=C/CC)OCCCC\C=C/CC)=O)OCCCC\C=C/CC